4-methyl-3-({[5-(pyrimidin-2-yl)pyridin-3-yl]methyl}amino)benzamide CC1=C(C=C(C(=O)N)C=C1)NCC=1C=NC=C(C1)C1=NC=CC=N1